C(C1=CC=CC=C1)N(C=1C=C(C=C(C1)OC)CO)CC1=CC=CC=C1 (3-(dibenzylamino)-5-methoxyphenyl)methanol